CC1=CC=CC(=N1)C1=C(N=CN1)C=1C=C2C=C(C=NC2=CC1)C=1C=C(SC1)C(=O)OCCN1C[C@@H](CCC1)N 2-[(3R)-3-amino-1-piperidyl]ethyl 4-[6-[5-(6-methyl-2-pyridyl)-1H-imidazol-4-yl]-3-quinolyl]thiophene-2-carboxylate